OC=1C=C2C(=C(N(C2=CC1)CC1=CC=C(C=C1)N1CCC(CC1)CN1CCN(CC1)C1=CC=C2C(=NN(C2=C1)C)C1C(NC(CC1)=O)=O)C1=CC=C(C=C1)O)C 3-(6-(4-((1-(4-((5-Hydroxy-2-(4-hydroxyphenyl)-3-methyl-1H-indol-1-yl)-methyl)phenyl)piperidin-4-yl)methyl)piperazin-1-yl)-1-methyl-1H-indazol-3-yl)piperidine-2,6-dione